2-morpholinethansulfonat N1CC(OCC1)CCS(=O)(=O)[O-]